(3'S)-1'-(2,3-dichlorophenyl)-2-(2-ethoxyphenyl)-3'-ethyl-7-[[(2R)-pyrrolidin-2-yl]methyl]spiro[6,8-dihydro-1,7-naphthyridine-5,4'-piperidine] ClC1=C(C=CC=C1Cl)N1C[C@H](C2(CC1)C=1C=CC(=NC1CN(C2)C[C@@H]2NCCC2)C2=C(C=CC=C2)OCC)CC